3-[(Z)-2-(2-chloro-6-methylpyridin-3-yl)ethenyl]pyrrolidine ClC1=NC(=CC=C1\C=C/C1CNCC1)C